2-bromo-4,4-dimethyl-3-pentanone BrC(C)C(C(C)(C)C)=O